N1C=C(C2=CC=CC=C12)C[C@@H](C)NC(OC(C)(C)C)=O (R)-tert-butyl (1-(1H-indol-3-yl)propan-2-yl)carbamate